C(C=C)(=O)N1[C@@H](COCC1)C=1C=C(C=C(C1)Cl)C1CNC(NC1)=O (R)-5-(3-(4-acryloylmorpholin-3-yl)-5-chlorophenyl)tetrahydropyrimidin-2(1H)-one